(1R,3s,5S)-8-(5-(5-fluoro-2-methoxypyridin-4-yl)-1H-pyrazole-3-carbonyl)-N-((R)-1-((1-(trifluoromethyl)cyclopropyl)methyl)pyrrolidin-3-yl)-8-azabicyclo[3.2.1]octane-3-carboxamide FC=1C(=CC(=NC1)OC)C1=CC(=NN1)C(=O)N1[C@H]2CC(C[C@@H]1CC2)C(=O)N[C@H]2CN(CC2)CC2(CC2)C(F)(F)F